C(=C\C1=CC=CC=C1)/C1CCC(CC1)C(=O)OC methyl (E)-4-styrylcyclohexane-1-carboxylate